FC=1C=C(C=C(C1)F)C=1C2=C(N=CN1)NC(=C2)C2=CC=C(CCN1CCC3(CCN(C3)C(C#C)=O)CC1)C=C2 1-(8-(4-(4-(3,5-difluorophenyl)-7H-pyrrolo[2,3-d]pyrimidin-6-yl)phenethyl)-2,8-diazaspiro[4.5]dec-2-yl)prop-2-yn-1-one